ClC=1C=C(C#N)C=C(C1N1N=CC=2C=NC(=CC21)NC2=NC=NC(=C2)N2C[C@@H](CCC2)CO)F (R)-3-chloro-5-fluoro-4-(6-((6-(3-(hydroxymethyl)piperidin-1-yl)pyrimidin-4-yl)amino)-1H-pyrazolo[4,3-c]pyridin-1-yl)benzonitrile